C(C)OC(CCC1=NC=C(C=C1)C#CC1=CC=C(C=C1)C1=CC(=NO1)CN1C(=NC=C1)[C@H](C)OC1OCCCC1)=O 3-(5-((4-(3-((2-((1S)-1-((tetrahydro-2H-pyran-2-yl)oxy)ethyl)-1H-imidazole-1-yl)methyl)isoxazol-5-yl)phenyl)ethynyl)pyridin-2-yl)propionic acid ethyl ester